N1([C@@H](CN(CC1)C(=O)OC(C)(C)C)C(=O)OC)C(=O)OC1=CC=C(C=C1)[N+](=O)[O-] 4-(tert-butyl) 2-methyl 1-(4-nitrophenyl) (S)-piperazine-1,2,4-tricarboxylate